tetralin C1CCCC2=CC=CC=C12